C1(CC1)C(=O)NC1=NC=C(C(=N1)NC1=CC=CC=2C=3C(CN(C12)C)=CN(N3)C)C(=O)OCC ethyl 2-(cyclopropanecarboxamido)-4-((2,5-dimethyl-4,5-dihydro-2H-pyrazolo[4,3-c]quinolin-6-yl)amino)pyrimidine-5-carboxylate